3-trimethoxysilyl-succinic anhydride CO[Si](C1CC(=O)OC1=O)(OC)OC